1-(3-((4-(4-chloro-3-methylbenzyl)piperazin-1-yl)methyl)-4-(trifluoromethyl)phenyl)-4-methyl-1,4-diazepane ClC1=C(C=C(CN2CCN(CC2)CC=2C=C(C=CC2C(F)(F)F)N2CCN(CCC2)C)C=C1)C